5-(benzyloxy)-N-(2-(dimethylamino)ethyl)-2-methylbenzofuran-3-carboxamide C(C1=CC=CC=C1)OC=1C=CC2=C(C(=C(O2)C)C(=O)NCCN(C)C)C1